ClC1=NC=C(C(=C1)N1CCC(CC1)CCN(C)C)C#CC=1C=NN(C1)C(F)(F)F 2-(1-(2-Chloro-5-((1-(trifluoromethyl)-1H-pyrazol-4-yl)ethynyl)pyridin-4-yl)piperidin-4-yl)-N,N-dimethyl-ethan-1-amine